C12CCN(C2C1)CC(=O)NC=1C=C(C(=NC1)C)NC(=O)C=1N=NN2C1C=CC(=C2)C=2C=NN(C2)C N-[5-[[2-(4-azabicyclo[3.1.0]hexan-4-yl)acetyl]amino]-2-methyl-3-pyridyl]-6-(1-methylpyrazol-4-yl)triazolo[1,5-a]pyridine-3-carboxamide